C(C)(C)(C)OC(=O)N1C[C@@](CCC1)(O)C1=C(C(=CC=C1)F)OC (S)-N-tert-butyloxycarbonyl-3-(2-methoxy-3-fluorophenyl)piperidin-3-ol